methyl-D,L-N-(2,6-dimethylphenyl)-N-(2'-methoxyacetyl)alaninate COC([C@H](N(C(COC)=O)C1=C(C=CC=C1C)C)C)=O |r|